N-(5-bromo-2,3-dihydro-1H-inden-2-yl)-5-(5-(3-ethynyl-3-fluoroazetidin-1-yl)-1,3,4-oxadiazol-2-yl)pyrimidin-2-amine BrC=1C=C2CC(CC2=CC1)NC1=NC=C(C=N1)C=1OC(=NN1)N1CC(C1)(F)C#C